O=C(C#N)C oxopropanenitrile